5-(Aminomethyl)-1-methyl-1H-indazole NCC=1C=C2C=NN(C2=CC1)C